FC1=C2NC(=C1)C=C1C=CC(=N1)C=C1C=CC(N1)=CC=1C=CC(N1)=C2 FLUOROPORPHYRINE